FC(S(=O)(=O)N)F 1,1-difluoromethanesulfonamide